FC1([C@@H](CN(CC1)C1=C(C(=O)NC2=CC(=NC=C2)S(N)(=O)=O)C=CC(=N1)C(F)(F)F)C)F |r| (R and S)-2-(4,4-difluoro-3-methylpiperidin-1-yl)-N-(2-sulfamoylpyridin-4-yl)-6-(trifluoromethyl)-nicotinamide